N-(4-chloro-3-((4-((5-(trifluoromethyl)-1H-benzo[d]imidazol-2-yl)methyl)phenyl)carbamoyl)benzyl)-2-methyloxetane-2-carboxamide ClC1=C(C=C(CNC(=O)C2(OCC2)C)C=C1)C(NC1=CC=C(C=C1)CC1=NC2=C(N1)C=CC(=C2)C(F)(F)F)=O